bis-hydroxyethylmethacrylate OCCC(=C(C(=O)[O-])C)CCO